NC1=NC=2C=C(C(=CC2C2=C1COC2)C(=O)N2[C@@H](COCC2)C2=CC(=C(C=C2)F)OC(F)(F)F)F (4-amino-7-fluoro-1,3-dihydrofuro[3,4-c]quinolin-8-yl)((3R)-3-(4-fluoro-3-(trifluoromethoxy)phenyl)-4-morpholinyl)methanone